C(C)(C)(C)OC(=O)N1CCC(CC1)CNC1=C(N=NC(=C1)Cl)C1=CC(=CC=C1)N1CCCCC1.FC1=C(N)C=CC(=C1)C1=NN(C=N1)C1=NC=C(C=C1)OC(F)(F)F 2-fluoro-4-(1-(5-(trifluoromethoxy)pyridin-2-yl)-1H-1,2,4-triazol-3-yl)aniline tert-butyl-4-((6-chloro-3-(3-(piperidin-1-yl)phenyl)pyridazin-4-ylamino)methyl)piperidine-1-carboxylate